Cl.ClC1=CC=C(C(=N1)F)C1CCC1 3-(6-chloro-2-fluoropyridin-3-yl)cyclobutane hydrochloride